2-[12-(cyclopropylmethyl)-3,6,12-triazatricyclo[7.3.0.02,6]dodeca-1(9),2,4,7,10-pentaen-11-yl]-7-fluoro-1-methyl-benzimidazole-5-carboxylic acid C1(CC1)CN1C(=CC=2C=CN3C=CN=C3C12)C1=NC2=C(N1C)C(=CC(=C2)C(=O)O)F